F[C@H]1[C@H](C1)C(=O)NC1=NC=C2C=C(C(N(C2=C1)C)=O)C=1C=NC(=CC1C)[C@](CCC)([2H])O (1R,2R)-2-fluoro-N-(3-(6-((R)-1-hydroxybutyl-1-d)-4-methylpyridin-3-yl)-1-methyl-2-oxo-1,2-dihydro-1,6-naphthyridin-7-yl)cyclopropane-1-carboxamide